FC1=CC=CC=C1C=1OC=CC1C=1C=C(OC1)C(CCC(=O)OC)=O Methyl 4-(4-(6-fluorophenylfuran-3-yl) furan-2-yl)-4-oxobutanoate